C(C)OC(CCC(COCC1=CC=CC=C1)(F)F)=O.OC1=C(C=C(C=C1)NC(=O)NC1=CC=C(C=C1)COC1=C(C=CC=C1)C(F)(F)F)CNS(=O)=O N-(2-hydroxy-5-(3-(4-((trifluoromethylphenoxy)methyl)phenyl)ureido)phenyl)methylsulfonamide ethyl-5-(benzyloxy)-4,4-difluoropentanoate